methyl 2-(1-(3-(tert-butyl)-1-(4-chloro-3-fluorophenyl)-1H-pyrrolo[3,2-b]pyridine-5-carbonyl)piperidin-4-yl)acetate C(C)(C)(C)C1=CN(C=2C1=NC(=CC2)C(=O)N2CCC(CC2)CC(=O)OC)C2=CC(=C(C=C2)Cl)F